Ethyl 2-(4-((6-((1,4-dioxan-2-yl)methoxy)-4-(benzyloxy)-3-methylpyridin-2-yl)ethynyl)phenoxy)acetate O1C(COCC1)COC1=CC(=C(C(=N1)C#CC1=CC=C(OCC(=O)OCC)C=C1)C)OCC1=CC=CC=C1